1-[6-(tert-butoxycarbonylamino)hexyl]indole-4-carboxylate C(C)(C)(C)OC(=O)NCCCCCCN1C=CC=2C(=CC=CC12)C(=O)[O-]